methyl-(1-naphthyl)silane C[SiH2]C1=CC=CC2=CC=CC=C12